N1C(=NCC1)C1C=CC=2C(=CC=CC12)N (4,5-dihydro-1H-imidazol-2-yl)-4-indeneamine